C(C=C)(=O)N1[C@@H](CCCC1)C1=NC(=C2N1C=CN=C2N)C2=CC(=C(C(=O)NC1=NC=CC(=C1)CCC)C=C2)F (S)-4-(3-(1-Acryloylpiperidin-2-yl)-8-aminoimidazo[1,5-a]pyrazin-1-yl)-2-fluoro-N-(4-propylpyridin-2-yl)benzamide